C(=O)(O)C=1C=C(C=CC1)C=1C=CC(=NC1)C(=O)O 5-(3'-carboxyl-phenyl)-pyridine-2-formic acid